COC(=O)C=1C=CC2=C(N(C(=N2)CN2CCN(CC2)C(=O)OC(C)(C)C)C[C@H]2OCC2)C1 (S)-2-((4-(tert-Butoxycarbonyl)piperazin-1-yl)methyl)-1-(oxetan-2-ylmethyl)-1H-benzo[d]imidazole-6-carboxylic acid methyl ester